3-methyl-5-(2-methyl-4-(6-(trifluoromethyl)quinazolin-2-yl)phenyl)-2-(1-morpholinoethyl)-6,7-dihydropyrazolo[1,5-a]pyrazin-4(5H)-one CC=1C(=NN2C1C(N(CC2)C2=C(C=C(C=C2)C2=NC1=CC=C(C=C1C=N2)C(F)(F)F)C)=O)C(C)N2CCOCC2